1-bromo-1-(bromomethyl)-1,3-propanedicarbonitrile BrC(CCC#N)(C#N)CBr